[N-(2-aminoethyl)-3-aminopropyl]dimethoxymethylsilane NCCNCCC[SiH2]C(OC)OC